1-Benzyl-5-(4-bromophenyl)-3,4-dimethyl-3-(2,2,3,3,4,4,5,5,5-nonafluoropentyl)-1,3-dihydro-2H-pyrrol-2-one C(C1=CC=CC=C1)N1C(C(C(=C1C1=CC=C(C=C1)Br)C)(CC(C(C(C(F)(F)F)(F)F)(F)F)(F)F)C)=O